FC(C=1OC(N=C2C1C=CC=C2)=O)(F)F 4-(trifluoromethyl)-2H-3,1-benzoxazin-2-one